3-fluoro-3-(2-(trifluoromethoxy)pyridin-3-yl)cyclobutan-1-ol FC1(CC(C1)O)C=1C(=NC=CC1)OC(F)(F)F